C1(CCCC1)C(O[SiH2]C1OCCC1)C1CCCC1 Dicyclopentylmethoxy-2-tetrahydrofuryl-silane